2-iodo-5-nitrobenzoyl chloride IC1=C(C(=O)Cl)C=C(C=C1)[N+](=O)[O-]